(1R,3S)-3-[3-({[2-methyl-5-(methylsulfonyl)pyridin-4-yl]acetyl}amino)-1H-pyrazol-5-yl]cyclopentyl propylcarbamate C(CC)NC(O[C@H]1C[C@H](CC1)C1=CC(=NN1)NC(CC1=CC(=NC=C1S(=O)(=O)C)C)=O)=O